3-(3,4-Dihydroxy-phenyl)-1-(4-nitro-phenyl)-propenone C1=CC(=CC=C1C(=O)/C=C/C2=CC(=C(C=C2)O)O)[N+](=O)[O-]